FC(C(=O)NC1=CC=CC2=CC=C(C=C12)C1=NC(=CC=C1)C(NCC(NCCOC)=O)=O)=C 2-fluoro-N-{7-[6-({[(2-methoxyethyl)carbamoyl]methyl}carbamoyl)pyridin-2-yl]naphthalen-1-yl}prop-2-enamide